NC1=NN=C(S1)C=1C(=CSC1)C#N 4-(5-amino-1,3,4-thiadiazol-2-yl)thiophene-3-carbonitrile